7-bromo-6-chloro-5-(2-chloro-6-fluoro-phenyl)-1,3-dihydro-1,4-benzodiazepine BrC=1C=CC2=C(C(=NCCN2)C2=C(C=CC=C2F)Cl)C1Cl